OC(C1=CC2=CC=CC=C2C=C1)P(O)(O)=O hydroxyl-2-naphthalenylmethylphosphonic acid